(2R,3S)-2-(3-(6-bromo-1H-benzo[d]imidazol-1-yl)propyl)-3-((tert-butyldimethylsilyl)oxy)piperidine-1-carboxylic acid tert-butyl ester C(C)(C)(C)OC(=O)N1[C@@H]([C@H](CCC1)O[Si](C)(C)C(C)(C)C)CCCN1C=NC2=C1C=C(C=C2)Br